C(C1=CC=CC=C1)N([C@H]1CO[C@@H](OC1)C(=O)N1[C@H](C2=CC=CC=C2CC1)C1=CC=C(C=C1)F)CC1=CC=CC=C1 (trans-5-(dibenzylamino)-1,3-dioxan-2-yl)((S)-1-(4-fluorophenyl)-3,4-dihydroisoquinolin-2(1H)-yl)methanone